CC1=CN=CC(=N1)C(C)=O 1-(6-methylpyrazin-2-yl)ethanone